3-[(5-chloropyridin-3-yl)methyl]-1-[4-(piperidine-1-sulfonyl)phenyl]urea ClC=1C=C(C=NC1)CNC(NC1=CC=C(C=C1)S(=O)(=O)N1CCCCC1)=O